C(C=C)C=1C=C(C2=CC=CC=C2C1)C1(CC1)NC(C1=C(C=CC(=C1)OCC1N(CC1)C)C)=O N-(1-(3-Allylnaphthalen-1-yl)cyclopropyl)-2-methyl-5-((1-methylazetidin-2-yl)methoxy)benzamide